IOI.[Mo] molybdenum iodooxide